ONC(=N)C1CC1 N-hydroxycyclopropane-1-carboximidamide